OC1=C2C(C=C(OC2=CC(=C1)C1=CC(=C(C(=C1)OC)OC)OC)C1=CC=CC=C1)=O 5-hydroxy-2-phenyl-7-(3,4,5-trimethoxyphenyl)-chromen-4-one